FC1=C(SC(=C1F)[Sn](C)(C)C)[Sn](C)(C)C (3,4-difluorothiophene-2,5-diyl)bis(trimethyltin)